N-[4-(4,4,5,5-Tetramethyl-1,3,2-dioxaborolan-2-yl)-3-[3-(trifluoromethyl)anilino]phenyl]prop-2-enamide CC1(OB(OC1(C)C)C1=C(C=C(C=C1)NC(C=C)=O)NC1=CC(=CC=C1)C(F)(F)F)C